4-amino-5-fluoro-3-[6-(4-methylpiperazin-1-yl)-1H-benzimidazol-2-yl]-1H-quinolin-2-one NC1=C(C(NC2=CC=CC(=C12)F)=O)C1=NC2=C(N1)C=C(C=C2)N2CCN(CC2)C